2-cyano-2-propylvaleric acid monohydrate O.C(#N)C(C(=O)O)(CCC)CCC